C(C)(C)(C)N(CC(=O)O)C[C@@H]([C@@H]([C@H]([C@H](C)O)OCC1=CC=CC=C1)OCC1=CC=CC=C1)OCC1=CC=CC=C1.CC1=CC=CC(=N1)C1=NNC=C1C1=CC(=NC=C1)C1=NC2=C(CNCC2)N1 2-(4-(3-(6-Methylpyridin-2-yl)-1H-pyrazol-4-yl)pyridin-2-yl)-4,5,6,7-tetrahydro-3H-imidazolo[4,5-c]pyridine tert-butyl-((2S,3S,4S,5S)-2,3,4-tris(benzyloxy)-5-hydroxyhexyl)glycinate